ClC=1C(=C2C(=NC1COC)CN(C2)C(=O)[C@H]2CN(CC2)C2=NC=NC(=C2)C)C [3-chloro-2-(methoxymethyl)-4-methyl-5,7-dihydropyrrolo[3,4-b]pyridin-6-yl]-[(3R)-1-(6-methylpyrimidin-4-yl)pyrrolidin-3-yl]methanone